isobutyltrimethoxysilane C(C(C)C)[Si](OC)(OC)OC